N-(7-chloro-6-(1-((3S,4S)-4-hydroxy-3-methyltetrahydrofuran-3-yl)piperidin-4-yl)isoquinolin-3-yl)-2-(tetrahydro-2H-pyran-4-yl)cyclopropane-1-carboxamide ClC1=C(C=C2C=C(N=CC2=C1)NC(=O)C1C(C1)C1CCOCC1)C1CCN(CC1)[C@]1(COC[C@H]1O)C